2-(6-(cyclopropanecarboxamido)-1-(methylamino)-2,7-naphthyridin-4-yl)benzo[d]oxazole-5-carboxamide C1(CC1)C(=O)NC=1C=C2C(=CN=C(C2=CN1)NC)C=1OC2=C(N1)C=C(C=C2)C(=O)N